COC1=CC=C(C=C1)C(OC)OC Anisaldehyde Dimethyl Acetal